N-{(6R)-2-[6-ethyl-4-(2,4,6-trifluorophenyl)[1,2]oxazolo[5,4-b]pyridin-3-yl]-7,7-difluoro-3-oxo-2,5,6,7-tetrahydro-3H-pyrrolo[1,2-c]imidazol-6-yl}methanesulfonamide C(C)C1=CC(=C2C(=N1)ON=C2N2C(N1C(=C2)C([C@@H](C1)NS(=O)(=O)C)(F)F)=O)C1=C(C=C(C=C1F)F)F